NC1=NC=CC(=C1Cl)SC=1C([C@H](C(=NC1)N1CCC2(C(C=3N(N=CC3)C2)N)CC1)C)=O (S)-5-((2-amino-3-chloropyridin-4-yl)thio)-2-(4'-amino-4'H,6'H-spiro[piperidine-4,5'-pyrrolo[1,2-b]pyrazol]-1-yl)-3-methylpyridin-4(3H)-one